methyl (S)-2-(2,6-difluoro-4-((R)-3-(trifluoromethyl) morpholino)benzamido)-3-(4-(1,4,6-trimethyl-2-oxo-1,2-dihydropyridin-3-yl)naphthalen-1-yl)propanoate FC1=C(C(=O)N[C@H](C(=O)OC)CC2=CC=C(C3=CC=CC=C23)C=2C(N(C(=CC2C)C)C)=O)C(=CC(=C1)N1[C@H](COCC1)C(F)(F)F)F